NC1=CC=C(C(=C1C1=CC(N2[C@@H](CC[C@@H]2C1)C(=O)OCC(=O)C1=C(C(=NC=C1)N(C(C)=O)C)F)=O)F)Cl 2-(3-Fluoro-2-(n-methylacetamido)pyridin-4-yl)-2-oxoethyl (3S,8aR)-7-(6-amino-3-chloro-2-fluorophenyl)-5-oxo-1,2,3,5,8,8a-hexahydroindolizine-3-carboxylate